FC1=CC=C2[C@H](N3C(C2=C1)=CN=C3)C3=NC=CC=1CCCC(C31)O ((S)-8-fluoro-5H-imidazo[5,1-a]isoindol-5-yl)-5,6,7,8-tetrahydroisoquinolin-8-ol